BrCC=1C(=NOC1C1CC1)C1CCOCC1 4-(bromomethyl)-5-cyclopropyl-3-(tetrahydro-2H-pyran-4-yl)isoxazole